COC([C@@H](CNC(=O)C1=CC2=NC=CC(=C2S1)OC)N)=O (R)-2-amino-3-(7-methoxythieno[3,2-b]pyridine-2-carboxamido)propionic acid methyl ester